Butyl 2,2-dimethyl-4-(4-phenyl-1-piperidyl)piperidine-1-carboxylate CC1(N(CCC(C1)N1CCC(CC1)C1=CC=CC=C1)C(=O)OCCCC)C